N,N-diethyl-2-phenyl-7-((pyridin-4-ylmethyl)amino)-1H-indole-5-carboxamide C(C)N(C(=O)C=1C=C2C=C(NC2=C(C1)NCC1=CC=NC=C1)C1=CC=CC=C1)CC